NCCCCCCCCCCCC(=O)N[C@H](C(=O)N1[C@@H](C[C@H](C1)O)C(=O)N[C@@H](C)C1=CC=C(C=C1)C1=C(N=CS1)C)C(C)(C)C (2S,4R)-1-[(2S)-2-(12-aminododecanoylamino)-3,3-dimethyl-butanoyl]-4-hydroxy-N-[(1S)-1-[4-(4-methylthiazol-5-yl)phenyl]ethyl]pyrrolidine-2-carboxamide